O=C1NC(CCC1N1C(N(C2=C1C=CC(=C2)[C@@H]2C(CN(CC2)C(=O)OC(C)(C)C)(F)F)C)=O)=O (4R)-tert-butyl 4-(1-(2,6-dioxopiperidin-3-yl)-3-methyl-2-oxo-2,3-dihydro-1H-benzo[d]imidazol-5-yl)-3,3-difluoropiperidine-1-carboxylate